[2-(12-Chloro-3,10-dimethyl-12-oxo-dodecanoyl)oxy-3-hexadecanoyloxy-propyl] hexadecanoate C(CCCCCCCCCCCCCCC)(=O)OCC(COC(CCCCCCCCCCCCCCC)=O)OC(CC(CCCCCCC(CC(=O)Cl)C)C)=O